ClC1=NC=NC(=C1CC(=O)OCC)Cl ethyl 4,6-dichloro-5-pyrimidineacetate